NC(CCP(O)(=O)C1CCCCC1)=NO (3-amino-3-(hydroxyimino)propyl)(cyclohexyl)phosphinic acid